N1CC(C1)NC1=NC=NC2=C(C(=C(C=C12)Cl)C1=CC=C(C2=C1N=C(S2)N)F)F 4-[4-(azetidin-3-ylamino)-6-chloro-8-fluoro-quinazolin-7-yl]-7-fluoro-1,3-benzothiazol-2-amine